methyl (S)-3-(4-(((S)-7-(p-tolyl)-2,3-dihydrobenzo[b][1,4]dioxin-2-yl) methoxy) phenyl)-4-hexynoate C1(=CC=C(C=C1)C=1C=CC2=C(O[C@H](CO2)COC2=CC=C(C=C2)[C@H](CC(=O)OC)C#CC)C1)C